(2Z)-6-(2,3-difluoro-4-hydroxy-phenyl)-2-(hydroxyimino)-2,3-dihydro-1H-inden-1-one FC1=C(C=CC(=C1F)O)C1=CC=C2C/C(/C(C2=C1)=O)=N/O